2-methyldecanenitrile CC(C#N)CCCCCCCC